6-chloro-N-(4,4-difluorocyclohexyl)-2-(2-methylthiazol-4-yl)pyrimidin-4-amine ClC1=CC(=NC(=N1)C=1N=C(SC1)C)NC1CCC(CC1)(F)F